3-[(4-hydroxy-1-{[(3R,4R)-1-(1,2-oxazol-3-ylmethyl)-3-phenylpiperidin-4-yl]carbonyl}piperidin-4-yl)methyl]-7-phenyl-3,7-dihydro-4H-pyrrolo[2,3-d]pyrimidin-4-one OC1(CCN(CC1)C(=O)[C@H]1[C@@H](CN(CC1)CC1=NOC=C1)C1=CC=CC=C1)CN1C=NC2=C(C1=O)C=CN2C2=CC=CC=C2